FC1=CC=C2C(=CNC2=C1)C1CCN(CC1)CC=1C=C2CN(C(C2=CC1)=O)C1C(NC(CC1)=O)=O 3-(5-((4-(6-fluoro-1H-indol-3-yl)piperidin-1-yl)methyl)-1-oxoisoindolin-2-yl)piperidine-2,6-dione